O=C1NC(CCC1C1=CC=C(N=N1)N1CCC(CC1)C(=O)N1CCC(CC1)C(=O)[O-])=O 1-{1-[6-(2,6-dioxopiperidin-3-yl)pyridazin-3-yl]piperidine-4-carbonyl}piperidine-4-carboxylate